1,3-bis(1,8-dimethyl-9H-carbazole-9-yl)benzene CC1=CC=CC=2C3=CC=CC(=C3N(C12)C1=CC(=CC=C1)N1C2=C(C=CC=C2C=2C=CC=C(C12)C)C)C